[H-].[Li+] Lithium hydrid